(4-bromophenyl)(4-methoxyphenyl)methanone iron nickel dichloride [Ni](Cl)Cl.[Fe].BrC1=CC=C(C=C1)C(=O)C1=CC=C(C=C1)OC